O1CC(CC1)CCCCCCCCCCC(=O)N 11-(tetrahydrofuran-3-yl)undecanamide